N[C@@H]1C[C@@]2([C@@H](C[C@H]3[C@@H]4CC[C@H]([C@@H](CCCC(C)C)C)[C@]4(CC[C@@H]3[C@]2(CC1)C)C)NCCC=1N=CNC1)O 3β-amino-5α-hydroxy-6β-[2-(1H-imidazol-4-yl)ethylamino]cholestane